BrC1=NC(=CC(=C1)[C@H]1[C@@H](N(CCN1)C(=O)OC(C)(C)C)C)Cl trans-tert-butyl 3-(2-bromo-6-chloropyridin-4-yl)-2-methylpiperazine-1-carboxylate